COC=1C(=CC2=C(N=C(N2)C)C1)NC(C1=C(C(=CC=C1)C(F)(F)F)Cl)=O N-(6-methoxy-2-methyl-3H-benzoimidazol-5-yl)-2-chloro-3-trifluoromethyl-benzamide